FC1=C2C=CNC2=CC(=C1OC=1C=CC(=C(C1)C1=NC(=C2N1CCCC2)C(C)C=2C(=C(C=CC2)CCC(=O)O)F)F)F 3-(3-(1-(3-(5-((4,6-difluoro-1H-indol-5-yl)oxy)-2-fluorophenyl)-5,6,7,8-tetrahydroimidazo[1,5-a]pyridin-1-yl)ethyl)-2-fluorophenyl)propanoic acid